[Rh](Cl)(Cl)Cl.C=C.C=C bis(ethylene) rhodium chloride